9H-pyrimido[4,5-b]Indole-5-carboxylic acid methyl ester COC(=O)C=1C=2C3=C(NC2C=CC1)N=CN=C3